1,2-diiodocyclohexane IC1C(CCCC1)I